N-(5-(2-(4-azaspiro[2.4]heptan-4-yl)acetamido)-2-methylpyridin-3-yl)-2-(1-(2-hydroxyethyl)-1H-pyrazol-4-yl)pyrazolo[5,1-b]thiazole-7-carboxamide C1CC12N(CCC2)CC(=O)NC=2C=C(C(=NC2)C)NC(=O)C=2C=NN1C2SC(=C1)C=1C=NN(C1)CCO